CS(=O)(=O)C1CCN(CC1)CC1=CC=C(C=C1)C1=CC=2C(=NC=C(C2C=C)[N+](=O)[O-])N1S(=O)(=O)C1=CC=CC=C1 2-(4-((4-(methylsulfonyl)piperidin-1-yl)methyl)phenyl)-5-nitro-1-(phenylsulfonyl)-4-vinyl-1H-pyrrolo[2,3-b]pyridine